C(C)N1C2=C([C@@H]([C@@H](C1=O)NC(C1=CC(=CC=C1)C(F)(F)F)=O)C1=CC=C(C=C1)F)C(=NN2C2=CC=CC=C2)CNC(=O)C21CC1C2 N-[[(4S,5S)-7-ethyl-4-(4-fluorophenyl)-6-oxo-1-phenyl-5-[[3-(trifluoromethyl)benzoyl]amino]-4,5-dihydropyrazolo[3,4-b]pyridine-3-yl]methyl]bicyclo[1.1.0]butane-1-carboxamide